9-(4,4''-di-tert-butyl-[1,1':3',1''-terphenyl]-2'-yl)-3-iodo-9H-carbazole C(C)(C)(C)C1=CC=C(C=C1)C1=C(C(=CC=C1)C1=CC=C(C=C1)C(C)(C)C)N1C2=CC=CC=C2C=2C=C(C=CC12)I